N-(4-(3-(ethylamino)piperidin-1-yl)-2-fluorophenyl)-7-methoxy-2-methylimidazo[1,2-a]pyridine-6-carboxamide C(C)NC1CN(CCC1)C1=CC(=C(C=C1)NC(=O)C=1C(=CC=2N(C1)C=C(N2)C)OC)F